Cl.COC(CC[C@@H](C(=O)N1CCN(CC1)C)N)=O (4S)-4-amino-5-(4-methylpiperazin-1-yl)-5-oxopentanoic acid methyl ester hydrochloride